OC(CNC(CCCCCCCCCCCCCCC)=O)C N-(2-hydroxypropyl)hexadecanamide